FC1=CC=C(C=C1)[C@@H](C)OC1=C(C=CC(=C1)B1OC(C(O1)(C)C)(C)C)NS(=O)(=O)CC N-{2-[(1R)-1-(4-fluorophenyl)ethoxy]-4-(4,4,5,5-tetramethyl-1,3,2-dioxaborolan-2-yl)phenyl}ethane-1-sulfonamide